N-((6-(3-(3-Chloro-2-(3-methoxy-4-(((tetrahydro-2H-pyran-4-yl)amino)-methyl)phenyl)pyridin-4-yl)-2-fluorophenyl)-2-methoxypyridin-3-yl)methyl)tetrahydro-2H-pyran-4-amine ClC=1C(=NC=CC1C=1C(=C(C=CC1)C1=CC=C(C(=N1)OC)CNC1CCOCC1)F)C1=CC(=C(C=C1)CNC1CCOCC1)OC